[tris(hydroxymethyl)methyl]-aminomethanesulfonic acid OCC(CO)(CO)C(S(=O)(=O)O)N